BrC1=C[C@@]2(CO[C@@H]2CC1)OCOCC[Si](C)(C)C [2-({[(1s,6r)-3-bromo-7-oxabicyclo[4.2.0]oct-2-en-1-yl]oxy}methoxy)ethyl](trimethyl)silane